N-(2-((7-(2,6-dichloro-3,5-dimethoxyphenyl)-5-((2-(isopropylthio)ethyl)amino)-2,6-naphthyridin-3-yl)amino)-3-methylphenyl)acrylamide ClC1=C(C(=C(C=C1OC)OC)Cl)C1=NC(=C2C=C(N=CC2=C1)NC1=C(C=CC=C1C)NC(C=C)=O)NCCSC(C)C